C(C)C=1N=C2N(C=CC(=N2)Cl)C1C(=O)O.C1=C(C=CC2=CC=CC=C12)C[C@H](N)C(=O)O L-3-(2-naphthyl)alanine ethyl-7-chloroimidazo[1,2-a]pyrimidine-3-carboxylate